O=C1NC(CCC1N1C(C2=CC=CC(=C2C1)NC(CCOCCC(=O)O)=O)=O)=O 3-(3-((2-(2,6-dioxopiperidin-3-yl)-1-oxoisoindolin-4-yl)amino)-3-oxopropoxy)propanoic acid